tert-butyl-(2R,4R)-4-((6-((1-(tert-butyl)-5-methyl-1H-pyrazol-3-yl) amino)-3,5-difluoro-4-methylpyridin-2-yl) methyl)-1-(3-chloro-2-fluorobenzyl)-2-methylpiperidine-4-carboxylat C(C)(C)(C)OC(=O)[C@]1(C[C@H](N(CC1)CC1=C(C(=CC=C1)Cl)F)C)CC1=NC(=C(C(=C1F)C)F)NC1=NN(C(=C1)C)C(C)(C)C